nickel manganese iron copper oxide [Cu]=O.[Fe].[Mn].[Ni]